3,5-dichloro-2-pyridinecarboxylic acid methyl ester COC(=O)C1=NC=C(C=C1Cl)Cl